FC1=CC=C(C=C1)SP1(O[C@@H]([C@@H](S1)C1=CC=CC=C1)C1=CC=CC=C1)=S (4S,5R)-2-((4-fluorophenyl)thio)-4,5-diphenyl-1,3,2-oxathiaphospholane 2-sulfide